7-oxa-6-thia-5-azaspiro[3.4]octane-5-carboxylic acid tert-butyl ester 6,6-dioxide C(C)(C)(C)OC(=O)N1C2(CCC2)COS1(=O)=O